ClC1=CC=C(C=C1)N1C(N(C(C1)=O)CC1=CC(=C(OC(C(=O)OCC)(C)C)C(=C1)C)C)=O Ethyl 2-(4-((3-(4-chlorophenyl)-2,5-dioxoimidazolin-1-yl)-methyl)-2,6-dimethylphenoxy)-2-methylpropionate